C([C@@H](C(=O)O)N)S(=O)(=O)O The molecule is the L-enantiomer of cysteic acid. It has a role as an Escherichia coli metabolite and a human metabolite. It is a cysteic acid, an amino sulfonic acid, a L-alanine derivative, a L-cysteine derivative and a non-proteinogenic L-alpha-amino acid. It is a conjugate acid of a L-cysteate(1-).